CC=1C(=C(C=C(C1)C(F)(F)F)O)C1=CC=C2C(=N1)N=C(O2)N[C@H]2COCCC2 |r| (rac)-3-Methyl-2-[2-(tetrahydropyran-3-ylamino)oxazolo[4,5-b]pyridin-5-yl]-5-(trifluoromethyl)phenol